5-((4-((5-(dimethylphosphoryl)quinoxalin-6-yl)amino)-7H-pyrrolo[2,3-d]pyrimidin-2-yl)amino)-6-methoxy-2-(4-methylpiperazin-1-yl)nicotinonitrile CP(=O)(C)C1=C2N=CC=NC2=CC=C1NC=1C2=C(N=C(N1)NC=1C(=NC(=C(C#N)C1)N1CCN(CC1)C)OC)NC=C2